C(C)(C)C1=CC=C(C=C1)C=1N=C2N(C=CC=N2)C1CN1C2CN(C(C1)CC2)C(=O)OCCCC Butyl 5-{[2-(4-isopropylphenyl)imidazo[1,2-a]pyrimidine-3-yl]methyl}-2,5-diazabicyclo[2.2.2]octane-2-carboxylate